N1-(2-(diethylamino)ethyl)-N2-(2-(4-ethylpiperazin-1-yl)-4-methylquinolin-6-yl)oxalamide C(C)N(CCNC(C(=O)NC=1C=C2C(=CC(=NC2=CC1)N1CCN(CC1)CC)C)=O)CC